ClC1=NC=C(C(=N1)Cl)N1CCOCC1 4-(2,4-dichloropyrimidin-5-yl)morpholine